OC(CC1=NNC(N1)=S)CNC1=CC=CC=C1 3-(2-hydroxy-3-phenylaminopropyl)-1H-1,2,4-triazole-5(4H)-thione